NCC12C3(CCC(C2CCC1)C3)CN bis(aminomethyl)tricyclo[5.2.1.02,6]Decane